NCC=1C=C(C=CC1)N1/C(/SC=C1)=N/C(=O)C1=CNC2=NC=CC=C21 (Z)-N-(3-(3-(aminomethyl)phenyl)thiazol-2(3H)-ylidene)-1H-pyrrolo[2,3-b]pyridine-3-carboxamide